acryloyloxydecyl-tribromosilane C(C=C)(=O)OCCCCCCCCCC[Si](Br)(Br)Br